1,6-dibromo-3,4-difluorobenzene BrC1=CC(=C(C=C1Br)F)F